1-Bromo-2,4,5-trifluoro-3-methylbenzene BrC1=C(C(=C(C(=C1)F)F)C)F